5-nitrobenzenesulfonamide [N+](=O)([O-])C=1C=CC=C(C1)S(=O)(=O)N